[Ce].[Eu] europium-cerium